ClC=1C=C(C=C(C1OC1=CC=C2CCC(NC2=C1)=O)Cl)N1N=C(C(NC1=O)=O)C#N (3,5-dichloro-4-((2-oxo-1,2,3,4-tetrahydroquinolin-7-yl)oxy)phenyl)-3,5-dioxo-2,3,4,5-tetrahydro-1,2,4-triazine-6-carbonitrile